4-acetoxyl-2,5-dimethyl-3(2H)-furanone O(C(=O)C)C=1C(C(OC1C)C)=O